ClC1=CC(=C(C=C1)C(C)N1C[C@@H](N(C[C@H]1C)C=1C2=C(N(C(N1)=O)C)C=CC(=N2)C#N)C)F 4-((2s,5r)-4-(1-(4-chloro-2-fluorophenyl)ethyl)-2,5-dimethylpiperazin-1-yl)-1-methyl-2-oxo-1,2-dihydropyrido[3,2-d]pyrimidine-6-carbonitrile